1-(3-(1,3-dioxolan-2-yl)phenyl)-3-(4-methoxybenzyl)dihydro-pyrimidine-2,4(1H,3H)-dione O1C(OCC1)C=1C=C(C=CC1)N1C(N(C(CC1)=O)CC1=CC=C(C=C1)OC)=O